C(C)(C)(C)OOC1(CC(CC(C1)C)(C)C)OOC(C)(C)C 1,1-di-(t-butylperoxy)-3,3,5-trimethyl-cyclohexane